C(C1=CC=C(N(CC2CO2)CC2CO2)C=C1)C1=CC=C(N(CC2CO2)CC2CO2)C=C1 4,4'-methylenebis(N,N'-diglycidylaniline)